C(C)OC1=C(C=CC(=C1)C)S(=O)(=O)O 2-ethoxy-4-methylbenzenesulfonic acid